1-(2-(2-(tert-butyl)phenoxy)-6-hydroxyphenyl)-3-(4-(trifluoromethoxy)phenyl)urea C(C)(C)(C)C1=C(OC2=C(C(=CC=C2)O)NC(=O)NC2=CC=C(C=C2)OC(F)(F)F)C=CC=C1